[Si](C1=CC=CC=C1)(C1=CC=CC=C1)(C(C)(C)C)O[C@@H]1[C@](COC1)(C)N1C[C@H]([C@@H](CC1)C=1C=C2C=C(N=CC2=CC1Cl)N)F 6-((3S,4S)-1-((3R,4R)-4-((tert-butyldiphenylsilyl)oxy)-3-methyltetrahydrofuran-3-yl)-3-fluoropiperidin-4-yl)-7-chloroisoquinolin-3-amine